O1N=C(C2=C1C=CC=C2)C2CCN(CC2)CCN2C(C=1N(C=C2)C=CC1)=O 2-[2-(4-benzo[d]isoxazol-3-yl-piperidin-1-yl)-ethyl]-2H-pyrrolo[1,2-a]pyrazin-1-one